1',2'-dihydrospiro(cyclobutane-1,3'-pyrrolo[3,2-b]pyridine) N1CC2(C3=NC=CC=C31)CCC2